ClC1=CC(=NC=C1)C#N 4-chloropicolinonitrile